methyl (E)-6-(2-(ethoxycarbonyl)but-1-en-1-yl)-5-nitronicotinate C(C)OC(=O)/C(=C/C1=NC=C(C(=O)OC)C=C1[N+](=O)[O-])/CC